8-(4-cyano-2-fluorophenyl)-6,9-dioxo-5-(4-(trifluoromethyl)benzyl)-2,5,8-triazaspiro[3.5]nonane-2-carboxamide C(#N)C1=CC(=C(C=C1)N1CC(N(C2(CN(C2)C(=O)N)C1=O)CC1=CC=C(C=C1)C(F)(F)F)=O)F